tert-butyl (8-(isoxazol-4-yl)-6-methylimidazo[1,2-a]pyrazin-2-yl)carbamate O1N=CC(=C1)C=1C=2N(C=C(N1)C)C=C(N2)NC(OC(C)(C)C)=O